[NH4+].C(C)N1CSC2=C1C=CC(=C2)S(=O)(=O)O 3-ethylbenzothiazoline-6-sulfonic acid ammonium